6-chloro-3-methyl-1,2-diphenylnaphthalene ClC=1C=C2C=C(C(=C(C2=CC1)C1=CC=CC=C1)C1=CC=CC=C1)C